dimethyl-azobis(isobutyric acid) CC(C(C(=O)O)(C)N=NC(C(=O)O)(C)C)C